tert-Butyl 6-(2-fluoro-6-methoxybenzyl)-2-azaspiro[3.3]heptane-2-carboxylate tert-Butyl-6-(2-fluoro-6-methoxybenzylidene)-2-azaspiro[3.3]heptane-2-carboxylate C(C)(C)(C)OC(=O)N1CC2(C1)CC(C2)=CC2=C(C=CC=C2OC)F.FC2=C(CC1CC3(CN(C3)C(=O)OC(C)(C)C)C1)C(=CC=C2)OC